O7-[2,2-bis[7-(2-butyloctanoyloxy) heptanoyloxymethyl]-3-[4-(2-pyrrolidin-1-ylethylcarbamoyloxy) decanoyloxy] propyl] O1-[(Z)-non-3-enyl] heptanedioate C(CCCCCC(=O)OCC(COC(CCC(CCCCCC)OC(NCCN1CCCC1)=O)=O)(COC(CCCCCCOC(C(CCCCCC)CCCC)=O)=O)COC(CCCCCCOC(C(CCCCCC)CCCC)=O)=O)(=O)OCC\C=C/CCCCC